CN(C)CC1=C(C=CC(=N1)N)C1CC(CC1)OC 6-((dimethylamino)methyl)-5-(3-methoxycyclopentyl)pyridin-2-amine